C(#N)C1=CC=C(C=C1)C=1C=C2C(=NC1C1=CC=C(C=C1)C)C=CN2C[C@@H]2CN(CC2)C(=O)OC(C)(C)C tert-butyl (3R)-3-[[6-(4-cyanophenyl)-5-(4-methylphenyl)pyrrolo[3,2-b]pyridin-1-yl]methyl]pyrrolidine-1-carboxylate